N1(CCC1)C[C@H](C(=O)O[C@@H](C)C1=CC=CC=C1)CC (S)-1-phenylethyl (R)-2-(azetidin-1-ylmethyl)butanoate